1-(4-pyridyl)-3-(phenylcarbamoyl)urea N1=CC=C(C=C1)NC(=O)NC(NC1=CC=CC=C1)=O